N(=C=O)[C@H](C(=O)[O-])CC1=CC=CC=C1 (S)-2-isocyanato-3-phenylpropionate